C1(=CC(=CC(=C1)C1=NC2=C(N1C1=CC=CC=C1)C=CC=C2)C2=NC1=C(N2C2=CC=CC=C2)C=CC=C1)C1=NC2=C(N1C1=CC=CC=C1)C=CC=C2 (1,3,5-benzenetriyl)-tris(1-phenyl-1H-benzimidazole)